9,9'-(5-(4,6-diphenylpyridin-2-yl)-1,3-phenylene)bis(3,6-di([1,1'-biphenyl]-2-yl)-9H-carbazole) C1(=CC=CC=C1)C1=CC(=NC(=C1)C1=CC=CC=C1)C=1C=C(C=C(C1)N1C2=CC=C(C=C2C=2C=C(C=CC12)C1=C(C=CC=C1)C1=CC=CC=C1)C1=C(C=CC=C1)C1=CC=CC=C1)N1C2=CC=C(C=C2C=2C=C(C=CC12)C1=C(C=CC=C1)C1=CC=CC=C1)C1=C(C=CC=C1)C1=CC=CC=C1